C(C1=CC=CC=C1)O[C@@H]1[C@H](N(C[C@@H]([C@H]1OCC1=CC=CC=C1)OCC1=CC=CC=C1)CCC1=C(C=C(C=C1F)OCC1CC1)F)C (2R,3R,4R,5S)-3,4,5-tris(benzyloxy)-1-(4-(cyclopropylmethoxy)-2,6-difluorophenethyl)-2-methylpiperidine